3-cyclobutoxyaniline C1(CCC1)OC=1C=C(N)C=CC1